FC(OC1=CC(=NN1)NC1=CN=CC(=N1)O[C@@H]1CN(CCC1)C(=O)OC(C)(C)C)F tert-butyl (S)-3-((6-((5-(difluoromethoxy)-1H-pyrazol-3-yl)amino)pyrazin-2-yl)oxy)piperidine-1-carboxylate